FC1=C(C(=CC=C1)F)C1=CC(=C(N=N1)C(=O)N)NC=1C=C2CN(CC2=CC1)C 6-(2,6-difluorophenyl)-4-((2-methylisoindolin-5-yl)amino)pyridazine-3-carboxamide